NC(=O)[C@H](CCCNC(CF)=N)NC(C1=CC=CC=C1)=O N-[(1S)-1-(aminocarbonyl)-4-[(2-fluoro-1-iminoethyl)amino]butyl]-benzamide